3-methyl-2-(6-methylheptan-2-yl)cyclopent-2-en-1-one CC1=C(C(CC1)=O)C(C)CCCC(C)C